CC1(O[C@H]2[C@H](CN(C[C@H]2OS(=O)(=O)C)C(CCCCC(=O)OCC2=CC=CC=C2)=O)O1)C benzyl 6-[(3aS,7R,7aS)-2,2-dimethyl-7-methylsulfonyloxy-4,6,7,7a-tetrahydro-3aH-[1,3]dioxolo[4,5-c]pyridin-5-yl]-6-oxo-hexanoate